ethyl 6-fluorospiro[2.5]octane-6-carboxylate FC1(CCC2(CC2)CC1)C(=O)OCC